(S)-(1-(2-((1H-imidazol-4-yl)methyl)hydrazino)-4-methyl-1-oxo-pentan-2-yl)carbamic acid benzyl ester C(C1=CC=CC=C1)OC(N[C@H](C(=O)NNCC=1N=CNC1)CC(C)C)=O